NC1=CC=C(C=C1)C1=CC(=CC(=C1)C1=CC=C(C=C1)N)C1=CC=C(C=C1)N 2,4,6-tris(4-aminophenyl)benzene